C1(CC1)OCCOC=1C=C2C(=NC(=NC2=CC1OC)C)NC(C)C=1C=C(C=CC1)C(C(C)(O)C)(F)F 1-(3-(1-((6-(2-cyclopropoxyethoxy)-7-methoxy-2-methylquinazolin-4-yl)amino)ethyl)phenyl)-1,1-difluoro-2-methylpropan-2-ol